2-((6-(4-((((R)-1-(2-chlorophenyl)ethoxy)carbonyl)amino)-3-methylisoxazol-5-yl)-2-methylpyridin-3-yl)carbamoyl)cyclohexan ClC1=C(C=CC=C1)[C@@H](C)OC(=O)NC=1C(=NOC1C1=CC=C(C(=N1)C)NC(=O)C1CCCCC1)C